C[C@@]12CCC#CCC[C@]2(C1COC(=O)N[C@H](C(=O)OCC)CCCCNC(=O)OCC1[C@@]2(CCC#CCC[C@]12C)C)C (S)-ethyl 2,6-bis(((((1R,8S,9r)-1,8-dimethylbicyclo[6.1.0]non-4-yn-9-yl)methoxy)carbonyl)amino)hexanoate